C1SCC2=C1C=CC=C2 1,3-dihydrobenzo[c]thiophene